(3-diethoxymethylsilylpropyl)-2-hydroxypropionamide C(C)OC(OCC)[SiH2]CCCC(C(=O)N)(C)O